O=S1(N(CCC1)CC1=CC=C(OC2C(COC2)NS(=O)(=O)C(C)C)C=C1)=O Propane-2-sulfonic acid {4-[4-(1,1-dioxo-1lambda*6*-isothiazolidin-2-ylmethyl)-phenoxy]-tetrahydro-furan-3-yl}-amide